ethyl 5-(3-chlorophenylmethyl)-2-methylthiazole-4-carboxylate ClC=1C=C(C=CC1)CC1=C(N=C(S1)C)C(=O)OCC